ClC1=CC=C2C(=C(N(C2=C1)C)C(=O)N)NC1=CC(=CC=C1)C(F)(F)F 6-Chloro-1-methyl-3-((3-(trifluoromethyl)phenyl)amino)-1H-indole-2-carboxamide